Cl.Cl.C(CN)N ETHYLENEDIAMINE DIHYDROCHLORIDE